(1-amino-3,3-difluorocyclobutyl)methanol trifluoroacetate FC(C(=O)O)(F)F.NC1(CC(C1)(F)F)CO